tert-butyl (2S)-2-[(2,3,5,6-tetrafluoropyridin-4-yl)amino]propanoate FC1=NC(=C(C(=C1F)N[C@H](C(=O)OC(C)(C)C)C)F)F